3-fluorophenylethylammonium chloride [Cl-].FC=1C=C(C=CC1)CC[NH3+]